C(CCCCCCC\C=C/CCCCCC)O (Z)-9-hexadecen-1-ol